5-(5-fluoro-2-methylphenyl)-1,3,3,7-tetramethyloctahydrobenzo[c]isoxazole FC=1C=CC(=C(C1)C1CC2C(N(OC2(C)C)C)C(C1)C)C